C1(CC1)C=1N=NN(C1)[C@H](C(=O)N1[C@@H](C[C@H](C1)O)C(=O)N[C@H]1CN(CCC1)C(=O)C1=CC(=NO1)C)C(C)(C)C (2S,4R)-1-[(2S)-2-(4-cyclopropyltriazol-1-yl)-3,3-dimethyl-butanoyl]-4-hydroxy-N-[(3R)-1-(3-methylisoxazole-5-carbonyl)-3-piperidyl]pyrrolidine-2-carboxamide